N-(8-quinolyl)benzamide N1=CC=CC2=CC=CC(=C12)NC(C1=CC=CC=C1)=O